di-tert-butyl-2,2'-thio-di-p-cresol C(C)(C)(C)C1=C(C(=C(C(=C1)O)SC1=CC(=CC=C1O)C)C(C)(C)C)C